CC1=C(C(=CC=C1)C)C12C(OCC(N1)=O)CCCC2 4a-(2,6-dimethylphenyl)hexahydro-2H-benzo[b][1,4]oxazin-3(4H)-one